NC1=NC=NN2C1=C(C=C2C=2C=C(C(=C(C(=O)N[C@@H]1CN(C[C@@H]1F)C(=O)OC(C)(C)C)C2)CF)F)C(F)(F)F tert-butyl (3R,4S)-3-(5-(4-amino-5-(trifluoromethyl)pyrrolo[2,1-f][1,2,4]triazin-7-yl)-3-fluoro-2-(fluoromethyl)benzamido)-4-fluoropyrrolidine-1-carboxylate